4,4,5,5-tetramethyl-2-(trimethylsilyl)-1,3,2-dioxaborolan CC1(OB(OC1(C)C)[Si](C)(C)C)C